CN1CCN(CCC1)C1=NC=2N3C4=CC=CC=C4SC3=C(C(C2C=N1)=O)C(=O)N=[N+]=[N-] 4-(4-Methyl-1,4-diazepan-1-yl)-8-oxo-11-thia-1,3,5-triazatetracyclo-[8.7.0.02,7.012,17]heptadeca-2(7),3,5,9,12,14,16-heptaene-9-carbonyl azide